CC1(COC=2C1=N(C(=CC2)C(=O)OC)=O)C methyl 3,3-dimethyl-4-oxo-2H-4lambda5-furo[3,2-b]pyridine-5-carboxylate